[Si](C1=CC=CC=C1)(C1=CC=CC=C1)(C(C)(C)C)O[C@@H]1C[C@H](N(C1)C)CO [(2S,4R)-4-[(tert-butyldiphenylsilyl)oxy]-1-methylpyrrolidin-2-yl]methanol